4-fluoro-2-methyl-N-[[6-(trifluoromethyl)imidazolo[1,2-a]pyridin-2-yl]methyl]pyrazol-3-amine FC1=C(N(N=C1)C)NCC=1N=C2N(C=C(C=C2)C(F)(F)F)C1